Methyl (2S)-2-((3-(tert-butylcarbamoyl)-6,6-dimethylbicyclo[3.1.0]hex-3-yl)amino)-2-phenylacetate C(C)(C)(C)NC(=O)C1(CC2C(C2C1)(C)C)N[C@H](C(=O)OC)C1=CC=CC=C1